N[C@@H](COC1=NC(=NC(=C1)C1=C(C=CC=C1C)C)NS(=O)(=O)C=1C=C(C(=O)O)C=CC1)CC(C)(C)F 3-[[4-[(2R)-2-Amino-4-fluoro-4-methyl-pentoxy]-6-(2,6-dimethylphenyl)pyrimidin-2-yl]sulfamoyl]benzoic acid